3,5,7-trihydroxy-2-[3-(4-hydroxy-3-methoxyphenyl)-2-(hydroxymethyl)-2,3-dihydro-1,4-benzodioxin-6-yl]-2,3-dihydrochromen-4-one OC1C(OC2=CC(=CC(=C2C1=O)O)O)C1=CC2=C(OC(C(O2)C2=CC(=C(C=C2)O)OC)CO)C=C1